COC(N[C@@H](CC\C=C\C(=O)N(C)C)C(NC=1C(N(C=C(C1)C)CC1=NC2=C(C(=NC=C2F)CC(C)C)N1)=O)=O)=O Methyl-N-[(E,1S)-6-(dimethylamino)-1-[[1-[(7-fluoro-4-isobutyl-3H-imidazo[4,5-c]pyridin-2-yl)methyl]-5-methyl-2-oxo-3-pyridyl]carbamoyl]-6-oxo-hex-4-enyl]carbamat